[Sr].[Mn].[Co] Cobalt-manganese-strontium